7-((tert-butyldimethylsilyl)oxy)-6,6-dimethylheptanal [Si](C)(C)(C(C)(C)C)OCC(CCCCC=O)(C)C